2-[3,5-bis(difluoromethyl)-1H-pyrazole-1-yl]-1-[4-(4-{5-[2-chloro-6-(prop-2-yn-1-yloxy)phenyl]-4,5-dihydro-1,2-oxazole-3-yl}-1,3-thiazol-2-yl)piperidin-1-yl]ethanone FC(C1=NN(C(=C1)C(F)F)CC(=O)N1CCC(CC1)C=1SC=C(N1)C1=NOC(C1)C1=C(C=CC=C1OCC#C)Cl)F